C(C)(C)(C)OC(=O)N1C(C2(C[C@H]1C)NC(COC2)=O)COC2CCC(CC2)C2=C(C(=CC=C2)F)OCCC(=O)OC(C)(C)C (3R)-3-methyl-7-oxo-1-({[(1s,4s)-4-{2-[3-(tert-butoxy)-3-oxopropoxy]-3-fluorophenyl}cyclohexyl]oxy}methyl)-9-oxa-2,6-diazaspiro[4.5]decane-2-carboxylic acid tert-butyl ester